OC1=C(C=C(C=C1)NC(C(=C)C)=O)N1N=C2C(=N1)C=CC(=C2)OC 2-(2'-hydroxy-5-methacryloylaminophenyl)-5-methoxybenzotriazole